2-chloro-1-(naphthalen-2-yl)ethan-1-one ClCC(=O)C1=CC2=CC=CC=C2C=C1